BrC=1C(=[N+](C=C(C1)C)[O-])Cl 3-bromo-2-chloro-5-methylpyridine 1-oxide